2-morpholinyl-9-(trifluoromethyl)-7H-pyrimido[5',4':3,4]cyclopenta[1,2-c]quinolin-7-one N1(CCOCC1)C=1C=C2C3=C(C=NC2=CC1)C(C1=C3C=NC(=N1)C(F)(F)F)=O